2-((S)-1-chloromethyl)-1-(((S)-oxetane-2-yl)methyl)-1H-benzo[d]imidazole-6-carboxylic acid methyl ester COC(=O)C=1C=CC2=C(N(C(=N2)CCl)C[C@H]2OCC2)C1